CN1N=CC(=C1)C1=NSC(=C1C(F)(F)F)C(=O)O 3-(1-METHYL-1H-PYRAZOL-4-YL)-4-(TRIFLUOROMETHYL)ISOTHIAZOLE-5-CARBOXYLIC ACID